The molecule is a pyrimidone that is thymine which is substituted at position 6 by a [(4R,5R)-4-(hydroxymethyl)thymin-5-yl]methyl group. It is a pyrimidone and a primary alcohol. It derives from a thymine. CC1=C(NC(=O)NC1=O)C[C@@]2([C@@H](NC(=O)NC2=O)CO)C